FC1=CC(=C(OC=2C(=CC(N(C2)C)=O)C=2C3=C(C(N(C2)C)=O)NC=C3)C(=C1)C)C 4-(5-(4-fluoro-2,6-dimethylphenoxy)-1-methyl-2-oxo-1,2-dihydropyridin-4-yl)-6-methyl-1,6-dihydro-7H-pyrrolo[2,3-c]pyridin-7-one